tert-butyl 4-(5-(8,9-dihydro-7H-cyclopenta[c][1,2,4]triazolo[1,5-a]pyridin-6-yl)-4-isopropyl-3-methyl-6H-thieno[2,3-b]pyrrol-2-yl)piperidine-1-carboxylate N=1C=NN2C1C1=C(C(=C2)C2=C(C3=C(N2)SC(=C3C)C3CCN(CC3)C(=O)OC(C)(C)C)C(C)C)CCC1